C(C)C1=NC=CC(=C1CSC=1NC(C2=C(N1)CCC2)=O)OC 2-{[(2-Ethyl-4-methoxypyridin-3-yl)methyl]sulfanyl}-3H,5H,6H,7H-cyclopenta[d]pyrimidin-4-one